OC1=C(C(=C(C(=C1C(=O)O)O)C(=O)O)O)C(=O)O trihydroxy-1,3,5-benzenetricarboxylic acid